N1(CCC1)C1=NC=C(C=N1)C(C)N1N=CC(=C1)NC(=O)C1=NC(=CN=C1)[Sn](C)(C)C N-(1-(1-(2-(Azetidin-1-yl)pyrimidin-5-yl)ethyl)-1H-pyrazol-4-yl)-6-(trimethylstannyl)-pyrazine-2-carboxamide